1-octyl-2,3-dimethyl-imidazole C(CCCCCCC)N1C(N(C=C1)C)C